C(C1=CC=CC=C1)OC1=CC2=C(N(C(=N2)C2=C(C=C(C=C2)Cl)O)CC2=CC=C(C=C2)F)C=C1 5-(Benzyloxy)-1-(4-fluorobenzyl)-2-(4-chloro-2-hydroxypheNyl)-1H-benzo[d]imidazole